(2-formylimidazo[1,2-a]pyridin-6-yl) carbamate C(N)(OC=1C=CC=2N(C1)C=C(N2)C=O)=O